CSC1=CC=C(C=C1)CC1=CC=CC=C1 [4-(methylthio)phenyl]-phenyl-methane